2,3,5,6-tetramethyl-4-(2H-tetrazol-5-yl)phenyl 4-hydroxy-2,3,6-trimethylbenzoate OC1=C(C(=C(C(=O)OC2=C(C(=C(C(=C2C)C)C=2N=NNN2)C)C)C(=C1)C)C)C